CN1N=NN=C1COC1=C(C(=O)O)C=CC(=N1)C(F)(F)F ((1-methyl-1H-tetrazol-5-yl)methoxy)-6-(trifluoromethyl)nicotinic acid